2-((4-amino-2-(ethoxymethyl)-7-(3-(4-octadecylpiperazin-1-yl)propyl)-1H-imidazo[4,5-c]quinolin-1-yl)methyl)-2-methylpropane-1,3-diol NC1=NC=2C=C(C=CC2C2=C1N=C(N2CC(CO)(CO)C)COCC)CCCN2CCN(CC2)CCCCCCCCCCCCCCCCCC